C1(CC1)COC=1C=C(C=C)C=CC1OC(F)F 3-cyclopropylmethoxy-4-difluoromethoxy-styrene